FC1=CC=C(C(=O)NC=2C=C3C(=CNC3=CC2)C=2CCN(CC2)C(C)CCC)C=C1 5-(4-fluorobenzoyl)amino-3-(1-(2-pentyl)-1,2,3,6-tetrahydropyridin-4-yl)-1H-indole